FC(OC1=CC=C(C=C1)C1=NC2=C(N1CC1=C(OCCOCCC(=O)O)C=CC=C1)C=CC=C2)(F)F 3-(2-(2-((2-(4-(trifluoromethoxy)phenyl)-1H-benzo[d]imidazol-1-yl)methyl)phenoxy)ethoxy)propanoic acid